3-((3-(1H-1,2,4-triazol-1-yl)propyl)(benzyl)amino)-9H-carbazole-9-carboxylic acid tert-butyl ester C(C)(C)(C)OC(=O)N1C2=CC=CC=C2C=2C=C(C=CC12)N(CC1=CC=CC=C1)CCCN1N=CN=C1